N-(2-acetamido-6-(2-chloro-5-fluorophenyl)-8-oxo-7,8-dihydro-6H-triazolo[4,5-e]isoindol-5-yl)-3-fluoro-5-(trifluoromethyl)benzamide C(C)(=O)NN1N=C2C(C=3C(NC(C3C(=C2)NC(C2=CC(=CC(=C2)C(F)(F)F)F)=O)C2=C(C=CC(=C2)F)Cl)=O)=N1